bromothianthrene BrC1=CC=CC=2SC3=CC=CC=C3SC12